CC1=NNC(=C1C1=CC=C2C=3N(C(COC31)C3=CC=CC=C3)C(N2)=O)C 7-(3,5-Dimethyl-1H-pyrazol-4-yl)-4-phenyl-4,5-dihydroimidazo[1,5,4-de][1,4]benzoxazin-2(1H)-one